N-((1R)-3-Cyano-3-azabicyclo[3.2.0]heptan-1-yl)-5-(4-phenoxypyridin-3-yl)-1H-pyrazol-3-carboxamid C(#N)N1C[C@]2(CCC2C1)NC(=O)C1=NNC(=C1)C=1C=NC=CC1OC1=CC=CC=C1